BrC=1SC2=C(N1)C=C(C(=C2)O[C@@H]2CN(CC[C@@H]2O)C(=O)OC(C)(C)C)F |r| rac-cis-tert-butyl 3-((2-bromo-5-fluorobenzo[d]thiazol-6-yl) oxy)-4-hydroxypiperidine-1-carboxylate